P(=O)(OC(C)(C)C)(OC(C)(C)C)OCN1C=C(C2=CC(=CC=C12)OC)CCN(C)C Di-tert-butyl ((3-(2-(dimethylamino)ethyl)-5-methoxy-1H-indol-1-yl)methyl) phosphate